ClC1=NC(=C2C(=N1)N(N=C2C2=NC=CC=C2)C)NCC2=CC=C(C=C2)S(=O)(=O)N 4-((6-Chloro-1-methyl-3-(2-pyridinyl)-1H-pyrazolo[3,4-d]pyrimidin-4-yl)aminomethyl)benzenesulfonamide